CC1=CC=C(C=C1)S(=O)(=O)OCCCOS(=O)(=O)C1=CC=C(C=C1)C propane-1,3-diyl bis(4-methylbenzenesulfonate)